(S)-2-(3-((4-amino-5-fluoropyrimidin-2-yl)oxy)pyrrolidin-1-yl)-N-(3-(2-((1,5-dimethyl-1H-pyrazol-3-yl)amino)-5-methylpyrimidin-4-yl)-1H-indol-7-yl)acetamide NC1=NC(=NC=C1F)O[C@@H]1CN(CC1)CC(=O)NC=1C=CC=C2C(=CNC12)C1=NC(=NC=C1C)NC1=NN(C(=C1)C)C